2-cyclopropyl-2-hydroxy-propanoic acid C1(CC1)C(C(=O)O)(C)O